FC1=C(CN2C([C@@H](CC2)N2CCC(CC2)C2=CC=C(C=C2)NS(=O)(=O)C)=O)C=CC(=C1)C (R)-N-(4-(1-(1-(2-fluoro-4-methylbenzyl)-2-oxopyrrolidin-3-yl)piperidin-4-yl)phenyl)methanesulfonamide